OCCOC=1C=NC(=NC1)N1C[C@H](N([C@H](C1)C)C(=O)OC1CC2(CN(C2)CC2=CC=CC=C2)C1)C 2-benzyl-2-azaspiro[3.3]heptan-6-yl (2R,6S)-4-[5-(2-hydroxyethoxy)pyrimidin-2-yl]-2,6-dimethyl-piperazine-1-carboxylate